ClC1=CC=NC2=CC=C(C=C12)C1=C(C=C(C(=O)N2[C@@H]3CN(C[C@H]2C3)C(=O)OC(C)(C)C)C=C1)F tert-butyl (1R,5S)-6-(4-(4-chloroquinolin-6-yl)-3-fluorobenzoyl)-3,6-diazabicyclo[3.1.1]heptane-3-carboxylate